2-methyl-2-[2-chloro-4-(4-chlorophenoxy)phenyl]-4-methyl-1,3-dioxolane CC1(OCC(O1)C)C1=C(C=C(C=C1)OC1=CC=C(C=C1)Cl)Cl